C(#N)C1=CNC2=C(C=CC(=C12)C)NS(=O)(=O)C=1C=NN(C1)C1CC2(COC2)C1 N-(3-cyano-4-methyl-1H-indol-7-yl)-1-(2-oxaspiro[3.3]heptan-6-yl)pyrazole-4-sulfonamide